8-(6-methylpyridin-2-yl)quinazolin CC1=CC=CC(=N1)C=1C=CC=C2C=NC=NC12